methyl (2S)-2-amino-3-cyclohexyl-propanoate hydrochloride Cl.N[C@H](C(=O)OC)CC1CCCCC1